CC1=CC=C(C=C1)S(=O)(=O)OC[C@H]1OC([C@H]2[C@@H]1OC(O2)(C)C)=O [(3aR,6R,6aR)-2,2-dimethyl-4-oxo-6,6a-dihydro-3aH-furo[3,4-d][1,3]dioxol-6-yl]methyl 4-methylbenzenesulfonate